N-(5,6-dimethoxybenzothiazol-2-yl)-2-{4-[(cyclopropylmethyl)sulfonyl]phenyl}acetamide COC=1C(=CC2=C(N=C(S2)NC(CC2=CC=C(C=C2)S(=O)(=O)CC2CC2)=O)C1)OC